COC1=CC(=NC2=C(C=CC=C12)OC)C(=O)N1CCC2(CC1)OC(C1=CC(=CC=C1C2)C=2C=NC=C(C(=O)OC)C2)=O methyl 5-(1'-(4,8-dimethoxyquinoline-2-carbonyl)-1-oxospiro[isochroman-3,4'-piperidin]-7-yl)nicotinate